OC1=NC=CC(=C1)C1CN(C1)C(=O)OC(C)(C)C tert-butyl 3-(2-hydroxypyridin-4-yl)azetidine-1-carboxylate